Racemic-4-chloro-6-[2-(cyclopentylmethyl)-6-methyl-phenyl]-5-methyl-pyrimidin-2-amine ClC1=NC(=NC(=C1C)C1=C(C=CC=C1C)CC1CCCC1)N